N-methoxypyridinium CO[N+]1=CC=CC=C1